C(=O)OCC#CCOC=O 2-butyne-1,4-diyl diformate